C1(CCCCC1)=C1CC=C(C=C1)C1=CC=CC=C1 4'-cyclohexylidenebiphenyl